C(\C=C\C(=O)[O-])(=O)OC1CCC(CC1)CC 4-ethylcyclohexyl fumarate